5-(4-methylpiperazin-1-yl)pyrimidine-2,4(1H,3H)-dione CN1CCN(CC1)C=1C(NC(NC1)=O)=O